2-(dibenzo[b,d]thiophen-4-yl)-5-(1H-pyrrolo[2,3-b]pyridin-4-yl)-1-{[2-(trimethylsilyl)ethoxy]methyl}-1H-pyrrole C1=CC=C(C=2SC3=C(C21)C=CC=C3)C=3N(C(=CC3)C3=C2C(=NC=C3)NC=C2)COCC[Si](C)(C)C